S1CC(CC1)N1CNC(C2=C1C(=NC(=C2)C=2C=NC(=CC2)C(F)(F)F)C=2C=NC=CC2)=O 1-tetrahydrothiophen-3-yl-8-(pyridin-3-yl)-6-(6-(trifluoromethyl)pyridin-3-yl)pyrido[3,4-d]pyrimidin-4(3H)-one